N1N=CC2=C(C=CC=C12)CN([C@H](C(O)C1=C(C=C(C=C1F)Cl)F)CC(C)C)C (2S)-2-(((1H-indazol-4-yl)methyl)(methyl)amino)-1-(4-chloro-2,6-difluorophenyl)-4-methylpentane-1-ol